bis(4-chlorophenyl)iodonium hexafluorophosphate F[P-](F)(F)(F)(F)F.ClC1=CC=C(C=C1)[I+]C1=CC=C(C=C1)Cl